FC1=C(N)C=CC(=C1B1OC(C(O1)(C)C)C)F 2,4-difluoro-3-(4,4,5-trimethyl-1,3,2-dioxaborolan-2-yl)aniline